N-ethyl-2-(4-(7-fluoro-1-methyl-2,3-dioxo-2,3-dihydropyrido[2,3-b]pyrazine-4(1H)-yl)piperidin-1-yl)pyrimidine-5-sulfonamide C(C)NS(=O)(=O)C=1C=NC(=NC1)N1CCC(CC1)N1C2=C(N(C(C1=O)=O)C)C=C(C=N2)F